ClC=1C(=C(C=CC1)C(CC(F)(F)F)=O)F 1-(3-chloro-2-fluorophenyl)-3,3,3-trifluoropropan-1-one